C(C)(C)(C)OC(=O)N1C2CN(CC1CC2)CC2CCN(CC2)C(=O)OCC2=CC=CC=C2.C(CCCCCCCCCCCCCCCCC)[SiH2]C(N)=O octadecyl-carbamoylsilane tert-butyl-3-((1-((benzyloxy)carbonyl)piperidin-4-yl)methyl)-3,8-diazabicyclo[3.2.1]octane-8-carboxylate